methyl 5-((2-((S)-2-amino-3-methylbutanamido)ethyl)carbamoyl)-2-(2-(4-fluorophenyl)butanamido)-4-methylthiophene-3-carboxylate N[C@H](C(=O)NCCNC(=O)C1=C(C(=C(S1)NC(C(CC)C1=CC=C(C=C1)F)=O)C(=O)OC)C)C(C)C